N(=[N+]=[N-])CCC1(N=N1)C(C)N (3-(2-azidoethyl)-3H-diazirin-3-yl)ethan-1-amine